1-(2,3-dichlorophenyl)-2-methyl-6-oxo-1,6-dihydropyrimidin-4-yl 4-methylbenzene-1-sulfonate CC1=CC=C(C=C1)S(=O)(=O)OC=1N=C(N(C(C1)=O)C1=C(C(=CC=C1)Cl)Cl)C